N-(3-(5-(((2S,4S)-1-propenoyl-4-methoxypyrrolidin-2-yl)methoxy)-6-aminopyrimidin-4-yl)-5-fluoro-2-methylphenyl)-4-cyclopropyl-2-fluorobenzamide C(C=C)(=O)N1[C@@H](C[C@@H](C1)OC)COC=1C(=NC=NC1N)C=1C(=C(C=C(C1)F)NC(C1=C(C=C(C=C1)C1CC1)F)=O)C